4-(6-(6-(5-Chloro-6-methoxynicotinoyl)-3,6-diazabicyclo[3.1.1]hept-3-yl)pyridin-3-yl)-6-(2-hydroxy-2-methylpropyloxy)pyrazolo[1,5-a]pyridine-3-carbonitrile ClC=1C(=NC=C(C(=O)N2C3CN(CC2C3)C3=CC=C(C=N3)C=3C=2N(C=C(C3)OCC(C)(C)O)N=CC2C#N)C1)OC